Methyl 1-(6-chloropyridin-3-yl)-4-((pyridin-3-ylamino) methyl)-1H-pyrazole-3-carboxylate ClC1=CC=C(C=N1)N1N=C(C(=C1)CNC=1C=NC=CC1)C(=O)OC